ClC(C(F)F)F 1-chloro-1,2,2-trifluoroethane